N-{5-[2-(2-chloro-3-fluorophenyl)acetamido]pyridazin-3-yl}-N-(4-fluorophenyl)acetamide ClC1=C(C=CC=C1F)CC(=O)NC=1C=C(N=NC1)N(C(C)=O)C1=CC=C(C=C1)F